C[Si](C#CC1=CC(=C(C=C1)C1=CC=CC=C1)C(F)(F)F)(C)C trimethyl{[2-(trifluoromethyl)[1,1'-biphenyl]-4-yl]ethynyl}silane